C(C)(=O)O.C(C=C)N allylamine acetate salt